bispentamethylcyclopentadienyltitanium diiodide [I-].[I-].CC1=C(C(=C(C1([Ti+3])C)C)C)C.CC1=C(C(=C(C1([Ti+3])C)C)C)C